ClC1=C(C=CC(=C1)OC1=CC=CC=C1)C(=O)C1=CNC=2N=CN=C(C21)N2CC(N(CC2)C)C (2-chloro-4-phenoxyphenyl)(4-(3,4-dimethylpiperazin-1-yl)-7H-pyrrolo[2,3-d]pyrimidin-5-yl)methanone